4-({4-[5-(Cyanomethyl)-1,2,4-oxadiazol-3-yl]-3-methoxypyridin-2-yl}amino)-6-cyclopropanamido-N-(2H3)methylpyridazin-3-carboxamid C(#N)CC1=NC(=NO1)C1=C(C(=NC=C1)NC1=C(N=NC(=C1)NC(=O)C1CC1)C(=O)NC([2H])([2H])[2H])OC